2-(4-Cyclopropylpiperidin-1-yl)-4-(trifluoromethyl)aniline C1(CC1)C1CCN(CC1)C1=C(N)C=CC(=C1)C(F)(F)F